CC1=C(N)C=CC(=C1)C(F)(F)F 2-Methyl-4-(trifluoromethyl)aniline